[Co]=O.[Ni].[Li] lithium nickel-Cobalt oxide